C(C)(C)OC1=NC=C(C(=C1)C)B1OC(C(O1)(C)C)(C)C 2-isopropoxy-4-methyl-5-(4,4,5,5-tetramethyl-1,3,2-dioxaborolan-2-yl)pyridine